5-[5-[(1R)-1-(3,5-dichloro-4-pyridyl)ethoxy]-1H-indazol-3-yl]-2-morpholino-pyridine-3-carbonitrile ClC=1C=NC=C(C1[C@@H](C)OC=1C=C2C(=NNC2=CC1)C=1C=C(C(=NC1)N1CCOCC1)C#N)Cl